FC1=C(C=CC(=C1C(F)(F)F)OCC(C)(C)O)C=1C(CC(NN1)=O)C 6-[2-fluoro-4-(2-hydroxy-2-methylpropoxy)-3-(trifluoromethyl)phenyl]-5-methyl-4,5-dihydro-2H-pyridazin-3-one